C(C)(C)(C)OC(=O)N1CCC(CC1)(CCS(=O)(=O)C1=CC=C(C)C=C1)O 4-hydroxy-4-(2-(tosyl)ethyl)piperidine-1-carboxylic acid tert-butyl ester